FC1CC(C1)[C@H](C=1C=C(C=CC1)N1C(C2=CC(=CC(=C2C1)C(F)(F)F)CNC1(CCC1)C)=O)C1=NN=CN1C 2-(3-((R)-((1r,3R)-3-fluorocyclobutyl)(4-methyl-4H-1,2,4-triazol-3-yl)methyl)phenyl)-6-(((1-methylcyclobutyl)amino)methyl)-4-(trifluoromethyl)isoindolin-1-one